1-(azetidin-3-yl)-4-(4-bromophenyl)pyrazole N1CC(C1)N1N=CC(=C1)C1=CC=C(C=C1)Br